C(C1=CC=CC=C1)(C1=CC=CC=C1)N1CC(C1)(C(=O)O)C1=C(C=C(C=C1)C)Br 1-benzhydryl-3-(2-bromo-4-methylphenyl)azetidine-3-carboxylic acid